ClC=1C=C(CN2CCCC23CCN(CC3)C(=O)OC(C(F)(F)F)C(F)(F)F)C=CC1N1CCCC1 1,1,1,3,3,3-hexafluoropropan-2-yl 1-(3-chloro-4-(pyrrolidin-1-yl) benzyl)-1,8-diazaspiro[4.5]decane-8-carboxylate